ClC=1C=CC2=C(CN(CCO2)C(CC[C@@H](CO)NC([C@H](CC2CCCCC2)NC(OCC2=CC(=CC=C2)Cl)=O)=O)=O)C1 3-chlorobenzyl ((S)-1-(((S)-5-(7-chloro-2,3-dihydrobenzo[f][1,4]oxazepin-4(5H)-yl)-1-hydroxy-5-oxopentan-2-yl)amino)-3-cyclohexyl-1-oxopropan-2-yl)carbamate